dehydrocholestanol C[C@H](CCCC(C)C)[C@H]1CC[C@@H]2[C@@]1(CC[C@H]3[C@@H]2CC[C@H]4[C@]3(C=C[C@H](C4)O)C)C